C(C1=CC=CC=C1)C12CCC(CC1)(N2C(=O)OC(C)(C)C)CO[Si](C)(C)C(C)(C)C tert-Butyl 1-benzyl-4-(((tert-butyldimethylsilyl)oxy)methyl)-7-azabicyclo-[2.2.1]heptane-7-carboxylate